CC1CC2=NN3C(C(NCC3C(=O)O)=O)=C2CN1 3-methyl-10-oxo-1,2,3,4,7,8,9,10-octahydropyrido[4',3':3,4]Pyrazolo[1,5-a]Pyrazine-7-carboxylic acid